3-methoxy-5,5-dimethyl-6-oxocyclohex-1-ene-1-carbonitrile COC1C=C(C(C(C1)(C)C)=O)C#N